ClC1=CC=C(C=C1)C1=NN=C(S1)NC(=O)C=1C(N(C2=CC=CC=C2C1O)CC)=O N-(5-(4-chlorophenyl)-1,3,4-thiadiazol-2-yl)-1-ethyl-4-hydroxy-2-quinolone-3-carboxamide